2-{6-azaspiro[2.5]octan-6-yl}-4-(2-hydroxyethanesulfonylamino)-N-(6-methoxynaphthalen-1-yl)benzamide C1CC12CCN(CC2)C2=C(C(=O)NC1=CC=CC3=CC(=CC=C13)OC)C=CC(=C2)NS(=O)(=O)CCO